CN(C(=O)C=1C=C2C=CC(=NC2=CC1)N(C1CCNCC1)C)C=1C=NC(NC1)=O N-methyl-2-(methyl-(piperidin-4-yl)amino)-N-(2-oxo-1,2-dihydro-pyrimidin-5-yl)quinoline-6-carboxamide